2-spiro[6,7-dihydropyrrolo[2,3-c]pyridazine-5,4'-piperidine]-3-ylphenol N1CCC2(CC1)CNC=1N=NC(=CC12)C1=C(C=CC=C1)O